5-nitro-N-[1-(trifluoromethyl)cyclopropyl]Thiophene-2-carboxamide [N+](=O)([O-])C1=CC=C(S1)C(=O)NC1(CC1)C(F)(F)F